2-(N-methylmethylsulfonamido)-N-(4-(4-(4-(trifluoromethyl)thiazol-2-yl)piperazine-1-sulfonimidoyl)phenyl)benzamide CN(S(=O)(=O)C)C1=C(C(=O)NC2=CC=C(C=C2)S(=O)(=N)N2CCN(CC2)C=2SC=C(N2)C(F)(F)F)C=CC=C1